NNC(=O)N monoaminourea